COC=1SC2=C(N1)C=CC(=C2)[N+](=O)[O-] 2-methoxy-6-nitrobenzo[d]thiazole